tert-butyl 7-(2-(5-((3-methyloxetan-3-yl)methoxy)-1H-benzo[d]imidazol-1-yl)quinolin-8-yl)-2,7-diazaspiro[4.4]nonane-2-carboxylate CC1(COC1)COC1=CC2=C(N(C=N2)C2=NC3=C(C=CC=C3C=C2)N2CC3(CCN(C3)C(=O)OC(C)(C)C)CC2)C=C1